ruthenium(III) Ammonium Citrate C(CC(O)(C(=O)[O-])CC(=O)[O-])(=O)[O-].[NH4+].[Ru+3]